5,7-dichloro-2-((methylsulfonyl)methyl)-1,6-naphthyridine ClC1=C2C=CC(=NC2=CC(=N1)Cl)CS(=O)(=O)C